(R)-N-(3-(((RS)-1-(2-(1H-1,2,3-triazol-1-yl)quinolin-4-yl)ethyl)carbamoyl)-4-methylphenyl)piperidine-2-carboxamide N1(N=NC=C1)C1=NC2=CC=CC=C2C(=C1)[C@@H](C)NC(=O)C=1C=C(C=CC1C)NC(=O)[C@@H]1NCCCC1 |&1:15|